2-(4-(2-(4-Chloro-2-fluorophenyl)-2-methylbenzo[d][1,3]dioxol-4-yl)-2,6-difluorobenzyl)-1-((1-(cyanomethyl)cyclopropyl)methyl)-4-fluoro-1H-benzo[d]imidazole-6-carboxylic acid ClC1=CC(=C(C=C1)C1(OC2=C(O1)C=CC=C2C2=CC(=C(CC1=NC3=C(N1CC1(CC1)CC#N)C=C(C=C3F)C(=O)O)C(=C2)F)F)C)F